C(#N)C1=C(C=CC=C1OC)NC(COC=1C=CC=C2C(=NN(C12)C)C1C(NC(CC1)=O)=O)=O N-(2-cyano-3-methoxyphenyl)-2-((3-(2,6-dioxopiperidin-3-yl)-1-methyl-1H-indazol-7-yl)oxy)acetamide